ClC1=CC=C2C(=N1)N(C(=N2)C=2C(=NC=CC2)NC=O)C2=CC=C(C=C2)CNC(OC(C)(C)C)=O tert-butyl N-({4-[5-chloro-2-(2-formamidopyridin-3-yl)imidazo[4,5-b]pyridin-3-yl]phenyl}methyl)carbamate